copper-magnesium-scandium-copper [Cu].[Sc].[Mg].[Cu]